(Sa)-6-(4-Fluoro-1-((S)-1-(3'-methoxy-[1,1'-biphenyl]-4-yl)ethyl)-1H-indol-7-carboxamido)spiro[3.3]heptan FC1=C2C=CN(C2=C(C=C1)C(=O)NC1CC2(CCC2)C1)[C@@H](C)C1=CC=C(C=C1)C1=CC(=CC=C1)OC